rac-tert-butyl (3S,4R)-3-cyano-4-(3-hydroxyphenyl)pyrrolidine-1-carboxylate C(#N)[C@@H]1CN(C[C@H]1C1=CC(=CC=C1)O)C(=O)OC(C)(C)C |r|